N-(4-chlorophenyl)-3-[4-[(1-fluorocyclopropanecarbonyl)amino]phenyl]-N-methyl-imidazo[1,2-a]pyrazine-6-carboxamide ClC1=CC=C(C=C1)N(C(=O)C=1N=CC=2N(C1)C(=CN2)C2=CC=C(C=C2)NC(=O)C2(CC2)F)C